The molecule is a member of the class of pterocarpans that is phaseollidin in which the prenyl group is replaced by a 3-hydroxy-3-methylbutyl group. It has a role as a phytoalexin. It derives from a phaseollidin. CC(C)(CCC1=C(C=CC2=C1O[C@@H]3[C@H]2COC4=C3C=CC(=C4)O)O)O